FC(C1=CC2=C(N=C(N=C2)NC2(CCN(CC2)S(=O)(=O)C([2H])([2H])[2H])[2H])N(C1=O)[C@@H]1[C@H](CC[C@H](C1)O)F)([2H])F (-)-6-(difluoromethyl-d)-8-((1S,2S,5R)-2-fluoro-5-hydroxycyclohexyl)-2-((1-((methyl-d3)sulfonyl)piperidin-4-yl-4-d)-amino)pyrido[2,3-d]pyrimidin-7(8H)-one